(4E)-4-tridecen-1-ol acetate C(C)(=O)OCCC\C=C\CCCCCCCC